C12(CC3CC(CC(C1)C3)C2)NC(=O)C=2NC=C(C2)C2=CC=C(C=C2)F N-(adamantan-1-yl)-4-(4-fluorophenyl)-1H-pyrrole-2-carboxamide